2-((1H-benzo[d][1,2,3]triazol-5-yl)amino)-8-cyclopentyl-6-phenylpterin N1N=NC2=C1C=CC(=C2)NC2(N=C1N(C=C(N=C1C(N2)=O)C2=CC=CC=C2)C2CCCC2)N